The molecule is an enyne that is (4E,15Z,21Z,32E)-hexatriaconta-4,15,21,32-tetraene-1,35-diyne substituted by hydroxy groups at positions 3 and 34 (the 3R,34R-stereoisomer). It has been isolated from the marine sponge Petrosia. It has a role as an antineoplastic agent, an animal metabolite and a marine metabolite. It is a diol, an enyne, a secondary alcohol and a terminal acetylenic compound. C#C[C@H](O)/C=C/CCCCCCCCC/C=C\\CCCC/C=C\\CCCCCCCCC/C=C/[C@@H](O)C#C